CNC1(CC1)C1=CC=NC=C1 methyl-[1-(4-pyridyl)cyclopropyl]amine